C(C1=CC=CC=C1)N1CC(C1)NC(OC(C)(C)C)=O tert-butyl (1-benzylazetidin-3-yl)carbamate